tert-butyl 3-[[1-[2-[methyl-[2-(4-methylphenoxy)ethyl] amino]-2-oxo-ethyl]pyrazol-4-yl]carbamoyloxy]piperidine-1-carboxylate CN(C(CN1N=CC(=C1)NC(=O)OC1CN(CCC1)C(=O)OC(C)(C)C)=O)CCOC1=CC=C(C=C1)C